C(C)C1=CC=C(C(=O)OC(C)C(C(C)OC(C2=CC=C(C=C2)CC)=O)CC)C=C1 3-ethyl-2,4-pentanediol bis(4-ethylbenzoate)